(R)-(5-(pyrimidin-2-yl)-1,3,4-oxadiazol-2-yl)(4-(4-(trifluoromethoxy)pyrazolo[1,5-a]pyridin-2-yl)-6,7-dihydro-1H-imidazo[4,5-c]pyridin-5(4H)-yl)methanone N1=C(N=CC=C1)C1=NN=C(O1)C(=O)N1[C@H](C2=C(CC1)NC=N2)C2=NN1C(C(=CC=C1)OC(F)(F)F)=C2